BrC=1N(C(=C(N1)C(=O)OCC)C(C1=CC=C(C=C1)Cl)NC=1C(N(C=C(C1)Cl)C)=O)CCCCO[Si](C1=CC=CC=C1)(C1=CC=CC=C1)C(C)(C)C ethyl 2-bromo-1-(4-((tert-butyldiphenyl-silyl)oxy)butyl)-5-(((5-chloro-1-methyl-2-oxo-1,2-dihydropyridin-3-yl)amino)(4-chloro-phenyl)methyl)-1H-imidazole-4-carboxylate